(S)-2-Amino-3-(1-(tert-butoxycarbonyl)-4-chloro-1H-indol-3-yl)propanoic acid N[C@H](C(=O)O)CC1=CN(C2=CC=CC(=C12)Cl)C(=O)OC(C)(C)C